1,4-diaminopyrazine NN1C=CN(C=C1)N